N-[1-(4-Fluorophenyl)-2-morpholinoethyl]-6-(2-naphthyl)-4-oxo-5H-pyrazolo[1,5-a]pyrazine-2-carboxamide FC1=CC=C(C=C1)C(CN1CCOCC1)NC(=O)C1=NN2C(C(NC(=C2)C2=CC3=CC=CC=C3C=C2)=O)=C1